6-chloro-3-(2,3-dichloropropyl)pyrazine ClC1=CN=C(C=N1)CC(CCl)Cl